2-methyl-N-(2-(piperidin-1-yl)phenyl)benzenesulfonamide CC1=C(C=CC=C1)S(=O)(=O)NC1=C(C=CC=C1)N1CCCCC1